4-Hexyl-2-[3-(triethoxysilyl)propyl]-1,2,3-triazole C(CCCCC)C1=NN(N=C1)CCC[Si](OCC)(OCC)OCC